FC=1C=C(C=CC1F)C1(CCN(CC1)C1=NC(=NC(=C1)N1[C@H](COCC1)C1=CC=CC=C1)C)O (S)-4-(3,4-difluorophenyl)-1-(2-methyl-6-(3-phenylmorpholino)pyrimidin-4-yl)piperidin-4-ol